O=C1NC([C@](N1)(C1=CC=NN1C1=CC=CC=C1)CNC(=O)C=1C(=C(C(=CC1)F)F)C1=CC=C(C=C1)C(F)(F)F)=O |r| rac-N-{[2,5-dioxo-4-(1-phenyl-1H-pyrazol-5-yl)imidazolidin-4-yl]methyl}-5,6-difluoro-4'-(trifluoromethyl)[biphenyl]-2-carboxamide